tert-butyl (3R*,4R*)-4-amino-3-[4-(trifluoromethyl)phenyl]piperidine-1-carboxylate p-toluenesulfonate CC1=CC=C(C=C1)S(=O)(=O)O.N[C@H]1[C@@H](CN(CC1)C(=O)OC(C)(C)C)C1=CC=C(C=C1)C(F)(F)F |o1:12,13|